(R)-5-(2-(2,5-difluorophenyl)pyrrolidin-1-yl)-N-((1-methyl-1H-pyrazol-4-yl)methyl)pyrazolo[1,5-a]pyrimidine-3-carboxamide FC1=C(C=C(C=C1)F)[C@@H]1N(CCC1)C1=NC=2N(C=C1)N=CC2C(=O)NCC=2C=NN(C2)C